3-Methoxybutyl (7-fluoro-6-(8-methyl-2,3-dihydro-1H-pyrido[2,3-b][1,4]oxazin-7-yl)isoquinolin-3-yl)carbamate FC1=C(C=C2C=C(N=CC2=C1)NC(OCCC(C)OC)=O)C1=C(C2=C(OCCN2)N=C1)C